(6-methoxypyridazin-3-yl)(4-(2-(trifluoromethyl)phenyl)piperidin-1-yl)methanone COC1=CC=C(N=N1)C(=O)N1CCC(CC1)C1=C(C=CC=C1)C(F)(F)F